COCCNC(=O)C=1C=CC2=C(N=CO2)C1 N-(2-methoxyethyl)benzo[d]oxazole-5-carboxamide